C1(=CC=CC=C1)C1=NC(=NC(=N1)C1=CC=CC=C1)C1=C(C=C(C=C1)OCCCC)O 2,4-diphenyl-(2-hydroxy-4-Butoxyphenyl)-1,3,5-triazine